6-bromo-3-chloro-1,2-benzothiazol 1,1-dioxide BrC1=CC2=C(C(=NS2(=O)=O)Cl)C=C1